[Cu+2].C(C)(=O)CC(C)=O Acetylacetone copper (II)